The molecule is an organic phosphonate that is the tetraethyl ester of [2-(3,5-di-tert-butyl-4-hydroxyphenyl)ethene-1,1-diyl]bis(phosphonic acid). It has a role as a pregnane X receptor agonist. It is a member of phenols and an organic phosphonate. CCOP(=O)(C(=CC1=CC(=C(C(=C1)C(C)(C)C)O)C(C)(C)C)P(=O)(OCC)OCC)OCC